tert-butyl 5-[6-chloro-5-[[4-methyl-6-(methylamino)pyrimidin-2-yl]amino]-2,3-dihydrobenzofuran-7-yl]-2-methyl-2,3,4,7-tetrahydroazepine-1-carboxylate ClC1=C(C2=C(CCO2)C=C1NC1=NC(=CC(=N1)C)NC)C=1CCC(N(CC1)C(=O)OC(C)(C)C)C